6-(4-((3-(2,4-dioxotetrahydropyrimidin-1(2H)-yl)pyridin-4-yl)methyl)piperazin-1-yl)-2-(4-phenoxyphenyl)nicotinamide O=C1N(CCC(N1)=O)C=1C=NC=CC1CN1CCN(CC1)C1=NC(=C(C(=O)N)C=C1)C1=CC=C(C=C1)OC1=CC=CC=C1